OC1=C2C(C(=COC2=C(C(=C1)O)CN1CC(CCC1)O)C1=CC=C(C=C1)OC)=O 5,7-dihydroxy-8-[(3-hydroxyhexahydropyridin-1-yl)methyl]-3-(4-methoxyphenyl)-4H-chromen-4-one